N1(CCCCC1)CCCOC1=CC=C(C=C1)C=1NC2=CC=CC=C2C(C1)=O 2-(4-(3-(piperidin-1-yl)propoxy)phenyl)quinolin-4(1H)-one